ON1CCCC1 (3R)-hydroxypyrrolidine